O=C1N(CC2=CC=CC=C12)N1C(NC(CC1)=O)=O 1-(1-oxo-isoindolin-2-yl)dihydropyrimidine-2,4(1h,3h)-dione